10-oxa-2,13,17,18,21-pentaazapentacyclo[13.5.2.18,11.04,9.018,22]tricosan C12NCC3CCCC4C3OC(CNCC3CNN(CC1)C3N2)C4